3',4',5'-trifluoro-4-chlorobiphenyl FC=1C=C(C=C(C1F)F)C1=CC=C(C=C1)Cl